C1(CC1)C=1N=C2N(C3=C(C(N(C2)CC2=CC=CC=C2)=O)C=C(C(=C3)C(=O)NC3=NC(=CC=C3)C3=NN=CN3C(C)C)F)C1 2-cyclopropyl-5-benzyl-8-fluoro-N-[6-(4-isopropyl-4H-1,2,4-triazol-3-yl)pyridin-2-yl]-6-oxo-5,6-dihydro-4H-benzo[f]imidazo[1,2-a][1,4]diazepine-9-carboxamide